bromo-4-((1r,5r,6r)-6-((tert-butyldimethylsilyl)oxy)-3-azabicyclo[3.2.1]oct-3-yl)-2-chloro-6,8-difluoroquinazoline BrC1=C2C(=NC(=NC2=C(C=C1F)F)Cl)N1C[C@H]2C[C@H]([C@@H](C1)C2)O[Si](C)(C)C(C)(C)C